(R)-1-(6-(3-(4-(5-cyclopropylpyridin-3-yl)-1H-1,2,3-triazol-1-yl)oxetan-3-yl)pyridin-3-yl)-N-((1-(trifluoromethyl)cyclobutyl)methyl)piperidin-3-amine C1(CC1)C=1C=C(C=NC1)C=1N=NN(C1)C1(COC1)C1=CC=C(C=N1)N1C[C@@H](CCC1)NCC1(CCC1)C(F)(F)F